OC(C(C(=O)[O-])(C1=CC=CC=C1)O)(O)O.[K+] potassium tetrahydroxyphenylpropionate